N3-(4-chlorophenyl)-1-[(2,5-dichloro-3-thienyl)sulfonyl]-1,2,4-triazole-3,5-diamine ClC1=CC=C(C=C1)NC1=NN(C(=N1)N)S(=O)(=O)C1=C(SC(=C1)Cl)Cl